Cl.N1=NN(C2=NC=CC=C21)C2=CC(=C(C(=O)N([C@H]1CNCCC1)C1=NC=CC=C1C=1N=CN(C1)C)C=C2)F (R)-4-(3H-[1,2,3]triazolo[4,5-b]pyridin-3-yl)-2-fluoro-N-(3-(1-methyl-1H-imidazol-4-yl)pyridin-2-yl)-N-(piperidin-3-yl)benzamide hydrochloride salt